C(CCC)N(CC(=O)OCC)CC(=O)OCC N-butylbis(ethoxycarbonylmethyl)amine